(2S)-N-[[2-[2-[tert-butyl(dimethyl)silyl]oxyethyl]-4-iodo-5-isopropoxy-pyrazol-3-yl]methyl]-2-chloro-N-methyl-propanamide [Si](C)(C)(C(C)(C)C)OCCN1N=C(C(=C1CN(C([C@H](C)Cl)=O)C)I)OC(C)C